N1C(NCC=C1)=O 3,4-dihydropyrimidin-2(1H)-one